O=C(C(=O)O)CCP(=O)(OC)OO 2-oxo-4-[hydroxy(methyl)phosphono]-butyric acid